N-(4-(4-(cyclopropylmethyl)piperazin-1-yl)-6-methylpyrimidin-2-yl)-1H-benzo[d]imidazol-2-amine C1(CC1)CN1CCN(CC1)C1=NC(=NC(=C1)C)NC1=NC2=C(N1)C=CC=C2